OC1=C(C=CC=C1C)B(O)O (2-hydroxy-3-Methylphenyl)boronic acid